2-(4-Thiosemicarbazidomethyl-1-phenyl-1H-pyrazol-3-yl)-benzo[f]chromen-3-one N(NC(=S)N)CC=1C(=NN(C1)C1=CC=CC=C1)C=1C(OC=2C=CC3=C(C2C1)C=CC=C3)=O